N1=CC=C(C=C1)COC1CN(C1)CC(=O)N 2-(3-(pyridin-4-ylmethoxy)azetidin-1-yl)acetamide